4-isopropyl-2-(naphtho[1,2-b]benzofuran-10-yl)pyridine C(C)(C)C1=CC(=NC=C1)C1=CC=CC=2C3=C(OC21)C=2C=CC=CC2C=C3